C(CCCCCCCC)OC(CCCCCCC(=O)O)=O 8-nonoxy-8-oxo-octanoic acid